ClC1=CC=C(C=C1)[C@H](C(=O)N1CCN(CC1)C=1C2=C(N=CN1)[C@@H](C[C@H]2C)O)CN(C)C (S)-2-(4-chlorophenyl)-3-(dimethylamino)-1-(4-((5R,7R)-7-hydroxy-5-methyl-6,7-dihydro-5H-cyclopenta[d]pyrimidin-4-yl)piperazin-1-yl)propan-1-one